CC1=CC=C(C2=NN(N=C21)CCC)C 4,7-dimethyl-2-propyl-2H-benzo[d][1,2,3]triazole